1-(3-((4-((4'-chloro-3'-fluoro-4-methoxy-[1,1'-biphenyl]-3-yl)amino)-7-methoxy-quinazolin-6-yl)oxy)azetidin-1-yl)prop-2-en-1-one ClC1=C(C=C(C=C1)C1=CC(=C(C=C1)OC)NC1=NC=NC2=CC(=C(C=C12)OC1CN(C1)C(C=C)=O)OC)F